C(C)(C)(C)OC(=O)N1[C@@H](CCCC1)C=1N(C(=C(N1)C1=CC=C(C=C1)C(NC1=NC=CC(=C1)CC)=O)C(=O)OCC)N(C(C(F)(F)F)=O)C (S)-tert-butyl-2-(5-(ethoxycarbonyl)-4-(4-((4-ethylpyridin-2-yl)carbamoyl)phenyl)-1-(2,2,2-trifluoro-N-methylacetamido)-1H-imidazol-2-yl)piperidine-1-carboxylate